Cl.Cl.C1(CC1)[C@H]1CN(CCN1)C=1N=NC(=CN1)C1=C(C=C(C=C1)C=1C=NN(C1)C([2H])([2H])[2H])O 2-{3-[(3S)-3-cyclopropylpiperazin-1-yl]-1,2,4-triazin-6-yl}-5-[1-(2H3)methyl-1H-pyrazol-4-yl]phenol dihydrochloride